2-(6-(((R)-1-(3-(difluoromethyl)-2-fluorophenyl)ethyl)amino)-5-(1,3-dioxolane-2-yl)-2-methoxypyrimidin-4-yl)-N-(tetrahydro-2H-pyran-4-yl)propanamide FC(C=1C(=C(C=CC1)[C@@H](C)NC1=C(C(=NC(=N1)OC)C(C(=O)NC1CCOCC1)C)C1OCCO1)F)F